Dimethyl-6-benzyl-5-hydroxy-2-(4-methoxyphenylethyl)pyridine-3,4-dicarboxylic acid COC(=O)C1=C(C(=NC(=C1O)CC1=CC=CC=C1)CCC1=CC=C(C=C1)OC)C(=O)OC